NNC(NC)=O 3-amino-1-methylurea